1-(6-(5-hydroxypent-1-yn-1-yl)-1-methyl-1H-indazol-3-yl)dihydropyrimidine-2,4(1H,3H)-dione OCCCC#CC1=CC=C2C(=NN(C2=C1)C)N1C(NC(CC1)=O)=O